3-carbamoyl-5-nitro-phenylboronic acid C(N)(=O)C=1C=C(C=C(C1)[N+](=O)[O-])B(O)O